NCC1(COC1)COC=1N=CC2=C(N1)C(=C(N=C2N2[C@H](CC2)C)C2=CC(=CC1=CC=C(C(=C21)C#C[Si](C(C)C)(C(C)C)C(C)C)F)O)F (S)-4-(2-((3-(aminomethyl)oxetan-3-yl)methoxy)-8-fluoro-5-(2-methylazetidin-1-yl)pyrido[4,3-d]pyrimidin-7-yl)-6-fluoro-5-((triisopropylsilyl)ethynyl)naphthalen-2-ol